OCC=1C=CC(=NC1OC)/C=C/C(=O)OCC ethyl (E)-3-(5-(hydroxymethyl)-6-methoxypyridin-2-yl)acrylate